(S)-2-((tert-butoxycarbonyl)amino)-4-ethoxy-4-oxoButyric acid C(C)(C)(C)OC(=O)N[C@H](C(=O)O)CC(=O)OCC